FC1=C(C=CC=C1C(F)(F)F)CC(=O)NC=1C=NC(=C(C1)F)N1C=NC(=C1)C1(SCCC1)C 2-(2-fluoro-3-(trifluoromethyl)phenyl)-N-(5-fluoro-6-(4-(2-methyltetrahydrothiophen-2-yl)-1H-imidazol-1-yl)pyridin-3-yl)acetamide